FC1=C(C=CC(=C1)C(=O)NCC)B(O)O 2-FLUORO-4-(N-ETHYLAMINOCARBONYL)PHENYLBORONIC ACID